sodium (III) europium [Eu+3].[Na+3]